4-(3,3-difluoropiperidin-1-yl)-8-fluoro-7-(7-fluoro-3-(methoxymethoxy)-8-[(triisopropylsilyl)ethynyl]naphthalen-1-yl)-5-methyl-2-(methylsulfonyl)pyrido[4,3-d]pyrimidine FC1(CN(CCC1)C=1C2=C(N=C(N1)S(=O)(=O)C)C(=C(N=C2C)C2=CC(=CC1=CC=C(C(=C21)C#C[Si](C(C)C)(C(C)C)C(C)C)F)OCOC)F)F